6-bromo-3,4-dihydro-1H-1,8-naphthyridin-2-one BrC=1C=C2CCC(NC2=NC1)=O